3-[2-(PROPAN-2-YLOXY)ETHOXY]PROPANAL CC(C)OCCOCCC=O